[C-]1(C=CC=C1)C=O.[CH-]1C=CC=C1.[Fe+2] ferrocenaldehyde